5-((S)-1-((S)-azetidin-2-yl)ethoxy)-2-methyl-N-(1-(7-vinylquinolin-5-yl)cyclopropyl)benzamide N1[C@@H](CC1)[C@H](C)OC=1C=CC(=C(C(=O)NC2(CC2)C2=C3C=CC=NC3=CC(=C2)C=C)C1)C